benzofuro[7,6-d]thiazole-5-carboxylic acid N1=CSC2=C1C1=C(C=CO1)C(=C2)C(=O)O